5-(Benzyloxy)-3-bromo-2-chloropyridine C(C1=CC=CC=C1)OC=1C=C(C(=NC1)Cl)Br